FC=1C(=NC=C(C1C1=CC=C2C(=NNC2=C1F)C=1NC=CN1)F)NS(=O)(=O)C=1C(=NC=CC1)C N-(3,5-difluoro-4-(7-fluoro-3-(1H-imidazol-2-yl)-1H-indazol-6-yl)pyridin-2-yl)-2-methylpyridine-3-sulfonamide